ethyl (S)-2-(1-((4'-(1,1,1,3,3,3-hexafluoro-2-hydroxy propan-2-yl)-2-methyl-[1,1'-biphenyl]-4-yl)methyl)-4-(pyridin-4-ylmethyl)piperazin-2-yl)acetate FC(C(C(F)(F)F)(O)C1=CC=C(C=C1)C1=C(C=C(C=C1)CN1[C@H](CN(CC1)CC1=CC=NC=C1)CC(=O)OCC)C)(F)F